6-Chloro-4-[(3S,4R)-4-[2-methoxy-4-(trifluoromethoxy)anilino]-3-methyl-1-piperidyl]-1-methyl-2-oxo-quinoline-3-carbonitrile ClC=1C=C2C(=C(C(N(C2=CC1)C)=O)C#N)N1C[C@@H]([C@@H](CC1)NC1=C(C=C(C=C1)OC(F)(F)F)OC)C